C1(=CC=CC=C1)S(=O)(=O)/C=C/CNC(=O)C=1C(NC=C(C1)C1=CC=CC=C1)=O N-[(2E)-3-(benzenesulfonyl)prop-2-en-1-yl]-2-oxo-5-phenyl-1,2-dihydropyridine-3-carboxamide